C(C)(C)(C)OC(=O)N1[C@@H](C[C@H](C1)O)C(NCC1=C(C=C(C=C1)C1=C(N=CS1)C)C)=O (2S,4R)-4-hydroxy-2-((2-methyl-4-(4-methylthiazol-5-yl)benzyl)carbamoyl)pyrrolidine-1-carboxylic acid tert-butyl ester